OC(CNC1=CC=C(C=C1)N)C N-(2-hydroxypropyl)-p-phenylenediamine